Ethyl 3-((6-cyano-4-(((2r,4r)-2-methyltetrahydro-2H-pyran-4-yl) amino) quinolin-3-yl) amino)-3-oxopropionate C(#N)C=1C=C2C(=C(C=NC2=CC1)NC(CC(=O)OCC)=O)N[C@H]1C[C@H](OCC1)C